CC(CC1=CC=CC=C1)(CC(C)C)N1CC2=C(C=CC=C2CC1)F N-(2,4-dimethyl-1-phenylpentan-2-yl)-8-fluoro-3,4-dihydroisoquinoline